6-bromobenzo[B]thiophene-2-carboxylic acid BrC=1C=CC2=C(SC(=C2)C(=O)O)C1